3-bromo-5-fluoro-2,4-dimethoxypyridine BrC=1C(=NC=C(C1OC)F)OC